C12(CC3CC(CC(C1)C3)C2)C2C(C=C(C=3C=NC(=NC23)NC2=NN(C=C2)C2=CC(=CC=C2)F)C)=O 8-((3R,5r,7r)-adamantan-1-yl)-2-((1-(3-fluorophenyl)-1H-pyrazol-3-yl)amino)-5-methylquinazolin-7(8H)-one